(S)-N-((1-(ethoxymethyl)-1H-benzo[d]imidazol-2-yl)methyl)-N-((S)-1-(4-methoxyphenyl)ethyl)-5,6,7,8-tetrahydroquinolin-8-amine C(C)OCN1C(=NC2=C1C=CC=C2)CN([C@H]2CCCC=1C=CC=NC21)[C@@H](C)C2=CC=C(C=C2)OC